FC1=C(C=CC(=C1F)C1=NOC(=N1)C(F)(F)F)CNC(CC(F)(F)F)=O N-[[2,3-difluoro-4-[5-(trifluoro-methyl)-1,2,4-oxadiazol-3-yl]phenyl]methyl]-3,3,3-trifluoro-propanamide